aminomalonic acid monoamide NC(C(=O)N)C(=O)O